((1s,3s)-3-Hydroxy-3-methylcyclobutyl)(6-((1-methyl-1H-indazol-6-yl)methyl)-2-azaspiro[3.3]heptan-2-yl)methanone OC1(CC(C1)C(=O)N1CC2(C1)CC(C2)CC2=CC=C1C=NN(C1=C2)C)C